CCCCCCCCCCCCCC(=O)OC[C@H](COP(=O)(O)OC[C@@H](C(=O)O)N)OC(=O)CCCCCCCCC/C=C\CCCCCCCC 1-tetradecanoyl-2-(11Z-eicosenoyl)-glycero-3-phosphoserine